ClC1=C(C=CC=C1C(F)(F)F)CC(=O)NC1=C(C=C(C(=C1)S(N=CN(C)C)(=O)=O)N1N=CC(=C1)C(F)(F)F)C(F)(F)F 2-[2-chloro-3-(trifluoromethyl)phenyl]-N-(5-{[(dimethylamino)methylene]Sulfamoyl}-2-(trifluoromethyl)-4-[4-(trifluoromethyl)-1H-pyrazol-1-yl]Phenyl)acetamide